5-fluoro-4-[4-methyl-5-oxo-3-(propan-2-yl)-4,5-dihydro-1H-1,2,4-triazol-1-yl]-2-{[(2S)-4-methylpentan-2-yl]oxy}-N-[(2R)-1-oxopropan-2-yl]benzamide FC=1C(=CC(=C(C(=O)N[C@@H](C=O)C)C1)O[C@@H](C)CC(C)C)N1N=C(N(C1=O)C)C(C)C